2,4-dimethylpentadienyl-ethylcyclopentadienyl-ruthenium CC(=C[Ru](C1C=CC=C1)CC)C=C(C)C